2-(4-(4-(((2R,3R,4R,5S)-3,4-dihydroxy-5-((6-(trifluoromethyl)pyrazin-2-yl)amino)tetrahydro-2H-pyran-2-yl)methyl)piperazin-1-yl)piperidin-1-yl)acetamide O[C@H]1[C@H](OC[C@@H]([C@H]1O)NC1=NC(=CN=C1)C(F)(F)F)CN1CCN(CC1)C1CCN(CC1)CC(=O)N